ClC1=CC=C2C(=CNC2=C1)S(=O)(=O)NC1=NC(=C(C(=N1)OC)OCCF)OC 6-chloro-N-[5-(2-fluoroethoxy)-4,6-dimethoxy-pyrimidin-2-yl]-1H-indole-3-sulfonamide